2-(1-phenylcyclopropyl)-6-(2-(4-(trifluoromethoxy)phenyl)acetyl)-5,6,7,8-tetrahydropyrido[4,3-d]pyrimidin-4(3H)-one C1(=CC=CC=C1)C1(CC1)C=1NC(C2=C(N1)CCN(C2)C(CC2=CC=C(C=C2)OC(F)(F)F)=O)=O